(1R,2R,3S)-2-Hydroxycyclohexane OC1CCCCC1